(1R,2S,5S)-N-(1-cyano-2-(6-methyl-2-oxo-1,2-dihydroquinolin-3-yl)ethyl)-3-((S)-3,3-dimethyl-2-(2,2,2-trifluoroacetamido)butanoyl)-6,6-dimethyl-3-azabicyclo[3.1.0]hexane-2-carboxamide C(#N)C(CC=1C(NC2=CC=C(C=C2C1)C)=O)NC(=O)[C@@H]1[C@H]2C([C@H]2CN1C([C@H](C(C)(C)C)NC(C(F)(F)F)=O)=O)(C)C